7-hydroxy-4,4-dimethyl-5-vinylchroman-2-one OC1=CC(=C2C(CC(OC2=C1)=O)(C)C)C=C